4-(3,4-Dichlorophenyl)-5-phenyl-2-(3-thienylmethyl)imidazole ClC=1C=C(C=CC1Cl)C=1N=C(NC1C1=CC=CC=C1)CC1=CSC=C1